C(C)(C)(C)OC(=O)N1[C@@H](CN([C@H](C1)CN1[C@@H](COCC1)C)CC1=CC=CC=C1)C (2r,5s)-4-benzyl-2-methyl-5-((R)-3-methyl-morpholin-4-ylmethyl)-piperazine-1-carboxylic acid tert-butyl ester